NCCNC(C1=C(C=CC(=C1)C=1C(=NC=CC1)OCC)N1[C@@H](CN(CC1)C(C1=C(C=C(C=C1)C)C)=O)CC)=O N-(2-aminoethyl)-2-[(2R)-4-(2,4-dimethylbenzoyl)-2-ethylpiperazin-1-yl]-5-(2-ethoxypyridin-3-yl)benzamide